rac-methyl (1R,2R)-2-(5-bromothiophen-2-yl)cyclopropane-1-carboxylate BrC1=CC=C(S1)[C@H]1[C@@H](C1)C(=O)OC |r|